(1R,2R)-1-amino-2-(1-pyrrolidinyl)cyclohexane N[C@H]1[C@@H](CCCC1)N1CCCC1